1,3-bis(2-Oxazoline-2-yl)Benzene O1C(=NCC1)C1=CC(=CC=C1)C=1OCCN1